NC1=CC(=NC(=C1C#C[Si](C(C)C)(C(C)C)C(C)C)Cl)Cl 4-amino-2,6-dichloro-5-(triisopropylsilyl)ethynyl-pyridine